(3s,4s)-N-(2-fluorophenyl)-1-methyl-2-oxo-4-(3-(trifluoromethyl)phenyl)pyrrolidine-3-carboxamide FC1=C(C=CC=C1)NC(=O)[C@H]1C(N(C[C@@H]1C1=CC(=CC=C1)C(F)(F)F)C)=O